2-amino-3-(1-methyl-1H-pyrazol-4-yl)propionic acid NC(C(=O)O)CC=1C=NN(C1)C